COC1=CC=C(C(=C)C)C=C1 4-methoxy-α-methylstyrene